C(C1=CC=CC=C1)OC(=O)N1C(CN(C(C1)C(N(C)CCCO)=O)C1=NC(=NC2=C(C(=C(C=C12)Cl)C1=C(C=CC=C1OC)F)F)Cl)CC#N 2-(cyanomethyl)-4-(2,6-dichloro-8-fluoro-7-(2-fluoro-6-methoxyphenyl)quinazolin-4-yl)-5-((3-hydroxypropyl)(methyl)carbamoyl)piperazine-1-carboxylic acid benzyl ester